ClC1=C(C(=O)NC2CC2)C=C(C=C1)C=1C=NN(C1)C=1N(N=C(C1C(F)(F)F)OCCCCC(=C(F)F)F)C 2-chloro-N-cyclopropyl-5-[1-[2-methyl-5-(5,6,6-trifluorohex-5-enyloxy)-4-(trifluoromethyl)pyrazol-3-yl]pyrazol-4-yl]benzamide